FCC(=O)N1C2=C(NC(C3=C1C=CC(=C3)F)C(F)(F)F)C=CC=C2 2-fluoro-1-[2-fluoro-11-(trifluoromethyl)-10,11-dihydro-5H-dibenzo[b,e][1,4]diazepin-5-yl]ethan-1-one